C[C@H]1N(C[C@@H](C(C1)OC1=CC(=CC=C1)C(F)(F)F)C)C=1C2=C(N(C(N1)=O)C)C=CC(=N2)C#N 4-((2R,5S)-2,5-Dimethyl-4-(3-(trifluoromethyl)phenoxy)piperidin-1-yl)-1-methyl-2-oxo-1,2-dihydropyrido[3,2-d]pyrimidin-6-carbonitril